1-(2-(6-(1-(2,6-dichlorophenyl)azetidin-3-yl)pyridin-3-yl)propan-2-yl)piperidine-4-carboxylic acid ClC1=C(C(=CC=C1)Cl)N1CC(C1)C1=CC=C(C=N1)C(C)(C)N1CCC(CC1)C(=O)O